di-n-butyl-ascorbate C(CCC)C([C@@H]([C@@H]1C(=C(C(=O)O1)O)[O-])O)(O)CCCC